(difluoromethyl)-1H-pyrazole-5-carboxylic acid FC(F)N1N=CC=C1C(=O)O